C1(CCC1)NC1=NN2C(C=N1)=C(C=C2)C=2C=C1N=CC=NC1=CC2 N-cyclobutyl-5-(quinoxalin-6-yl)pyrrolo[2,1-f][1,2,4]triazin-2-amine